adipic acid diisocyanate C(CCCCC(=O)N=C=O)(=O)N=C=O